3-(1-cyano-1-methylethyl)-N-[3-[(3,4-dihydro-3-methyl-4-oxo-6-quinazolinyl)amino]-4-methylphenyl]Benzamide C(#N)C(C)(C)C=1C=C(C(=O)NC2=CC(=C(C=C2)C)NC=2C=C3C(N(C=NC3=CC2)C)=O)C=CC1